CC1(CC=C(C=C1)CCC)CCC 6-methyl-3,6-di-n-propyl-1,3-cyclohexadiene